O[C@H](CCC(=O)[O-])C(C)O R-4,5-dihydroxyhexanoate